(S)-N-(3-(3-amino-1H-pyrazol-1-yl)propyl)-N-(3-chloro-4-fluorophenyl)-1-(6-methyl-4-(trifluoromethyl)pyridin-2-yl)pyrrolidine-2-carboxamide NC1=NN(C=C1)CCCN(C(=O)[C@H]1N(CCC1)C1=NC(=CC(=C1)C(F)(F)F)C)C1=CC(=C(C=C1)F)Cl